FC1=C(NC=2C=NC=3CCN(CC3C2)C2=C(C(=C(N=N2)C#N)C)C)C=CC=C1C(F)(F)F 6-[3-[2-fluoro-3-(trifluoromethyl)anilino]-7,8-dihydro-5H-1,6-naphthyridin-6-yl]-4,5-dimethyl-pyridazine-3-carbonitrile